(6-amino-5-nitropyridin-2-yl)-2,6-diazaspiro[3.3]heptane-2-carboxylic acid tert-butyl ester C(C)(C)(C)OC(=O)N1C(C2(C1)CNC2)C2=NC(=C(C=C2)[N+](=O)[O-])N